5-(1H-pyrazol-4-yl)-2-(6-((2,2,6,6-tetramethylpiperidin-4-yl)(2,2,2-trifluoroethyl)amino)pyridazin-3-yl)phenol N1N=CC(=C1)C=1C=CC(=C(C1)O)C=1N=NC(=CC1)N(CC(F)(F)F)C1CC(NC(C1)(C)C)(C)C